COC(CCN1CC(CC(C1)C)C1=C2C=CC=NC2=C(C=C1)C#N)=O 3-[3-(8-cyano-quinolin-5-yl)-5-methyl-piperidin-1-yl]-propionic acid methyl ester